tert-butyl N-[2-[4-[5-[(3,4-dichlorophenyl)methylamino]-7-oxo-6H-pyrazolo[4,3-d]pyrimidin-1-yl]-1-piperidyl]-1-(hydroxymethyl)-2-oxo-ethyl]carbamate ClC=1C=C(C=CC1Cl)CNC=1NC(C2=C(N1)C=NN2C2CCN(CC2)C(C(CO)NC(OC(C)(C)C)=O)=O)=O